FC(C(=O)O)(F)F.C[C@@H]1CN(CCN1C)C1=C2C(=NC=C1)N(CC2)C(=O)NC=2C=C(C=1N(C2)C=C(N1)C)F (R)-4-(3,4-dimethylpiperazin-1-yl)-N-(8-fluoro-2-methylimidazo[1,2-a]pyridin-6-yl)-2,3-dihydro-1H-pyrrolo[2,3-b]pyridine-1-carboxamide 2,2,2-trifluoroacetate